NC1C2CN(CC1CC2)C2=C(C#N)C(=C(C=N2)C2=CC(=C(C=C2)OC)O)C2=CC(=C(C=C2)C#N)F 2-(8-amino-3-azabicyclo[3.2.1]octane-3-yl)-4-(4-cyano-3-fluorophenyl)-5-(3-hydroxy-4-methoxyphenyl)nicotinonitrile